trifluoromethyl-sulfinate methyl-(2S)-2-[[(2S)-2-amino-3-cyclopropyl-propanoyl]amino]-3-[(3S)-2-oxopyrrolidin-3-yl]propanoate COC([C@H](C[C@H]1C(NCC1)=O)NC([C@H](CC1CC1)N)=O)=O.FC(F)(F)S(=O)O